CN1C(C=C(C=C1)OC1=C(C=C(C=C1)NC1=NC=NC2=CC=C(C=C12)N1C(C(CC1)=C)=O)C)=O 1-methyl-4-(2-methyl-4-[[6-(3-methylidene-2-oxopyrrolidin-1-yl)quinazolin-4-yl]amino]phenoxy)pyridin-2-one